BrC1OC(C2=CC(=CC=C12)Br)=O 3,6-dibromoisobenzofuran-1(3H)-one